ClC1=C(C=CC2=C1C(=NCC(N2C(C2=CC=CC=C2)(C2=CC=CC=C2)C2=CC=CC=C2)=O)C2=C(C=CC=C2F)F)C 6-chloro-5-(2,6-difluorophenyl)-7-methyl-1-(trityl)-3H-1,4-benzodiazepine-2-One